3-[1-[2-(1H-Indol-2-yl)-6-methyl-4-oxo-chromen-8-yl]ethylamino]-6-methyl-pyridine-2-carboxylic acid N1C(=CC2=CC=CC=C12)C=1OC2=C(C=C(C=C2C(C1)=O)C)C(C)NC=1C(=NC(=CC1)C)C(=O)O